ONC(C1=CC(=NC=C1OCC1=CC=C(C=C1)OC)NC=1OC(=CN1)C1=CC=C(C=C1)C(F)(F)F)=N N-hydroxy-5-((4-methoxybenzyl)oxy)-2-((5-(4-(trifluoromethyl)phenyl)oxazol-2-yl)amino)isonicotinimidamide